C(C)(C)N(C1=CC2=C(C(=N1)COC(NC)=O)CN(C2=O)C2=NC(=CC=C2)C2=NN=C1N2CCCCC1)C ((6-(isopropyl(methyl)amino)-1-oxo-2-(6-(6,7,8,9-tetrahydro-5H-[1,2,4]triazolo[4,3-a]azepin-3-yl)pyridin-2-yl)-2,3-dihydro-1H-pyrrolo[3,4-c]pyridin-4-yl)methyl)(methyl)carbamate